COC1=C(C(=CC=C1)OC)C1=CC=NN1C1=CC=C(C=C1)F 5-(2,6-dimethoxyphenyl)-1-(4-fluorophenyl)-1H-pyrazol